3,5,6-naphthalenetricarboxylic acid C1=CC(=CC2=C(C(=CC=C12)C(=O)O)C(=O)O)C(=O)O